C1(CC1)C=1N=NN(C1)[C@@H](C(=O)N1[C@@H](C[C@H](C1)O)C(=O)NC1C=2N(CCC1)C=NN2)C(C)(C)C (2S,4R)-1-[(2R)-2-(4-cyclopropyltriazol-1-yl)-3,3-dimethyl-butanoyl]-4-hydroxy-N-(5,6,7,8-tetrahydro-[1,2,4]triazolo[4,3-a]pyridin-8-yl)pyrrolidine-2-carboxamide